(cis)-1-methoxy-4-(4-methyl-6-((5-methyl-1H-pyrazol-3-yl)amino)pyrimidin-2-yl)cyclohexanecarboxylic acid COC1(CCC(CC1)C1=NC(=CC(=N1)C)NC1=NNC(=C1)C)C(=O)O